C1(=CC=CC=C1)N1C(=C(C=C1C1=CC=CC=C1)C\1C(=O)OC(/C1=C(/C=CC)\C)=O)C E-α-(1,5-diphenyl-2-methyl-3-pyrryl)-ethyliden-(isopropyliden)-succinic acid anhydride